palladium(ii) dichloromethane ClCCl.[Pd+2]